CC1(OB(OC1(C)C)C1=CC=C(C=C1)CN)C (4-(4,4,5,5-tetramethyl-1,3,2-dioxaborolan-2-yl)phenyl)methanamine